CNC(C(=O)O)CC 2-(methyl-amino)butanoic acid